COC=1C=C(C=C(C1CN1CCN(CC1)CC1CCNCC1)OC)C1=CN(C(C2=CN=CC=C12)=O)C 4-(3,5-dimethoxy-4-((4-(piperidin-4-ylmethyl)piperazin-1-yl)methyl)phenyl)-2-methyl-2,7-naphthyridin-1(2H)-one